tert-Butyl N-(4-((N-(2-ethoxy-2-oxoethyl)-4-(methylsulfonamido) phenyl) sulfonamido) naphthalen-1-yl)-N-((4-(methylsulfonamido)phenyl)sulfonyl)glycinate C(C)OC(CN(S(=O)(=O)C)C1=CC=C(C=C1)S(=O)(=O)NC1=CC=C(C2=CC=CC=C12)N(CC(=O)OC(C)(C)C)S(=O)(=O)C1=CC=C(C=C1)NS(=O)(=O)C)=O